7'-(trifluoromethyl)spiro[adamantane-2,2'-chroman]-4'-one FC(C1=CC=C2C(CC3(OC2=C1)C1CC2CC(CC3C2)C1)=O)(F)F